CC1(CC2C(O1)C1C(C(C(C1CC2)(C)C)C)(C)C)C decahydro-2,2,6,6,7,8,8-heptamethyl-2H-indeno-[4,5-b]-furan